CC1=CC(=C(C=C1)O)C1=NC2=CC=CC=C2C=C1 4-methyl-2-(quinolin-2-yl)phenol